C1=C(C=CC2=CC=CC=C12)OP(OC1=CC2=CC=CC=C2C=C1)(O)=O di(2-naphthyl)phosphoric acid